3-((dimethylamino)methyl)-6-(2-(3-((2-methoxy-4-(methylsulfonyl)phenyl)amino)prop-1-yn-1-yl)-3-(2,2,2-trifluoroethyl)imidazo[1,2-a]pyridin-8-yl)pyridin-2(1H)-one CN(C)CC=1C(NC(=CC1)C=1C=2N(C=CC1)C(=C(N2)C#CCNC2=C(C=C(C=C2)S(=O)(=O)C)OC)CC(F)(F)F)=O